(4aR*,7aR*)-Benzyl 6-(3-((4-methoxybenzyl)oxy)-2,2-dimethyl-3-oxopropyl)-7-oxohexahydropyrrolo[3,4-b][1,4]oxazine-4(4aH)-carboxylate COC1=CC=C(COC(C(CN2C([C@@H]3OCCN([C@@H]3C2)C(=O)OCC2=CC=CC=C2)=O)(C)C)=O)C=C1 |o1:13,18|